6-methoxy-N-(6-(methoxymethyl)-5-methylbenzo[d]isoxazol-3-yl)pyridine-3-sulfonamide COC1=CC=C(C=N1)S(=O)(=O)NC1=NOC2=C1C=C(C(=C2)COC)C